C(C)(C)(C)OOC1(CCCCC1)OOC(C)(C)C 1,1-di-(tert-butylperoxy)-cyclohexane